C(C)OC(=O)C=1SC(=C(N1)C=1C=C2C=CN(C2=CC1)C(=O)C1CC1)C 4-(1-(cyclopropanecarbonyl)indol-5-yl)-5-methylthiazole-2-carboxylic acid ethyl ester